(4-(anthracen-9-yl)phenyl)boronic acid C1=CC=CC2=CC3=CC=CC=C3C(=C12)C1=CC=C(C=C1)B(O)O